C(CCCCC)NCCCCCC N,N-dihexylamine